C1=CC=C2C=CC3=CC=CC4=CC=C1C2=C34 Pyrene